1-[(2S)-2-azido-3-methylbutanoyl]-4-hydroxy-N-{(1R)-2-hydroxy-1-[4-(4-methyl-1,3-Thiazol-5-yl)phenyl]ethyl}-L-prolinamide N(=[N+]=[N-])[C@H](C(=O)N1[C@@H](CC(C1)O)C(=O)N[C@@H](CO)C1=CC=C(C=C1)C1=C(N=CS1)C)C(C)C